FC1=C(N=C(C2=C1N=C(N=C2)S(=O)C)N2C(CC2)CC2=CC=NC=C2)C2=CC(=CC1=CC=C(C(=C21)C#C[Si](C(C)C)(C(C)C)C(C)C)F)OCOC 8-fluoro-7-(7-fluoro-3-(methoxymethoxy)-8-((triisopropylsilyl)ethynyl)naphthalen-1-yl)-2-(methylsulfinyl)-5-(2-(pyridin-4-ylmethyl)azetidin-1-yl)pyrido[4,3-d]pyrimidine